N-(5-(1,3,2-dithiarsolan-2-yl)-2-methoxyphenyl)-14-amino-3,6,9,12-tetra-oxatetradecanamide S1[As](SCC1)C=1C=CC(=C(C1)NC(COCCOCCOCCOCCN)=O)OC